ClC=1C=C(C=NC1OC)OC1CN(C1)C1=CC=C(C=N1)C=1C=2N(C=C(C1)OCC(C)(C)O)N=CC2C#N 4-(6-(3-((5-chloro-6-methoxypyridin-3-yl)oxy)azetidin-1-yl)pyridin-3-yl)-6-(2-hydroxy-2-methylpropoxy)pyrazolo[1,5-a]pyridine-3-carbonitrile